1,3-bis(isocyanato-1-methylethyl)benzene tert-butyl-(3R)-3-[2-(methoxymethyl)-3,4-dimethyl-5,7-dihydropyrrolo[3,4-b]pyridine-6-carbonyl]pyrrolidine-1-carboxylate C(C)(C)(C)OC(=O)N1C[C@@H](CC1)C(=O)N1CC2=NC(=C(C(=C2C1)C)C)COC.N(=C=O)C(C)(C)C1=CC(=CC=C1)C(C)(C)N=C=O